FC1=C(C(=CC=C1)F)C1=CC(=C(N=N1)C(=O)N)NC=1C=NN(C1)CCOC 6-(2,6-difluorophenyl)-4-((1-(2-methoxyethyl)-1H-pyrazol-4-yl)amino)pyridazine-3-carboxamide